COCCN1C[C@H]([C@@H](C1)C=1C=NN(C1)C)NC(N)=O 3-(trans-1-(2-methoxyethyl)-4-(1-methyl-1H-pyrazol-4-yl)pyrrolidin-3-yl)urea